tert-Butyl 4-(3-(3-(2,4-dioxotetrahydropyrimidin-1(2H)-yl)phenyl)prop-2-yn-1-yl)-1-oxa-4,9-diazaspiro[5.5]undecane-9-carboxylate O=C1N(CCC(N1)=O)C=1C=C(C=CC1)C#CCN1CCOC2(C1)CCN(CC2)C(=O)OC(C)(C)C